C(C)C=1C(=NC=CC1)C 3-ethyl-2-methyl-pyridine